C(C1=CC=CC=C1)OC1=NC=C(C(=C1)C1=NC(=CC(=C1)C(=O)OC)Cl)OCOCCOC methyl 2'-(benzyloxy)-6-chloro-5'-[(2-methoxyethoxy) methoxy]-[2,4'-bipyridine]-4-carboxylate